ClC=1C=C(C=C2C(=NC=NC12)N[C@@H](C)C1=NC=NN1C=1C=CC(N(N1)C)=O)I 6-[5-[(1S)-1-[(8-chloro-6-iodo-quinazolin-4-yl)-amino]ethyl]-1,2,4-triazol-1-yl]-2-methyl-pyridazin-3-one